((1S)-2,2-difluoro-cyclopropyl)-methanol FC1([C@@H](C1)CO)F